ethyl (S)-2-(3-chloropropyl)-3-(difluoromethylene)pyrrolidin-2-carboxylate ClCCC[C@@]1(NCCC1=C(F)F)C(=O)OCC